ClC=1C=C(C(=NC1)N1CC(N(C2(CC(C2)C(=O)NC)C1=O)CC1=CC=C(C=C1)C(F)(F)F)=O)F (2s,4s)-8-(5-chloro-3-fluoropyridin-2-yl)-N-methyl-6,9-dioxo-5-(4-(trifluoromethyl)benzyl)-5,8-diazaspiro[3.5]nonane-2-carboxamide